C(OOOC(C)(C)CCCC)(OCC(C)C)=O t-heptylperoxy isobutyl monocarbonate